dodecyl acrylate lauryl-acrylate C(CCCCCCCCCCC)OC(C=C)=O.C(C=C)(=O)OCCCCCCCCCCCC